3-(1-(2-chloro-4-fluorophenyl)cyclopropyl)-5-(1-(2-(methylsulfonyl)ethyl)-1H-pyrazol-3-yl)-1,2,4-oxadiazole ClC1=C(C=CC(=C1)F)C1(CC1)C1=NOC(=N1)C1=NN(C=C1)CCS(=O)(=O)C